[Sn].[Ca].[Ag].[Pb] lead silver calcium tin